1-(isopropyl-methyl)-4-ethylbenzene C(C)(C)CC1=CC=C(C=C1)CC